FC(C1=C(C=CC(=C1)C(F)(F)F)C(C)N1N=CC(=C1)[N+](=O)[O-])(F)F 1-{1-[2,4-bis(trifluoromethyl)phenyl]ethyl}-4-nitro-1H-pyrazole